5-amino-2-methyl-N-[(1R)-2,2,2-trifluoro-1-(2-pyridylmethyl)ethyl]benzenesulfonamide NC=1C=CC(=C(C1)S(=O)(=O)N[C@@H](C(F)(F)F)CC1=NC=CC=C1)C